(2R,3R,4S,5S,6R)-2-((1-((tert-butyldimethylsilyl)oxy)pent-4-en-2-yl)thio)-6-((1R)-1-(((R)-tert-butylsulfinyl)amino)-2-methylbut-3-en-1-yl)tetrahydro-2H-pyran-3,4,5-triyl tribenzoate C(C1=CC=CC=C1)(=O)O[C@H]1[C@H](O[C@@H]([C@@H]([C@@H]1OC(C1=CC=CC=C1)=O)OC(C1=CC=CC=C1)=O)[C@@H](C(C=C)C)N[S@](=O)C(C)(C)C)SC(CO[Si](C)(C)C(C)(C)C)CC=C